[2-(1-naphthyl)phenyl]Boric acid C1(=CC=CC2=CC=CC=C12)C1=C(C=CC=C1)OB(O)O